N1C(=NC=C1)C1=NC=CC(N1)=O 2-(imidazol-2-yl)pyrimidin-4(3H)-one